FC1=C(C2=CC=CC=C2C=C1)C=O 2-FLUORONAPHTHALENE-1-CARBOXALDEHYDE